BrC=1C=C(C#N)C=CC1C1CC1 3-bromo-4-cyclopropyl-benzonitrile